(Z)-2-(2-(1-(pyridine-2-yl)ethylidene)hydrazinyl)quinolin-8-ol N1=C(C=CC=C1)\C(\C)=N/NC1=NC2=C(C=CC=C2C=C1)O